3-(5-bromopyridin-2-yl)piperidine-2,6-dione BrC=1C=CC(=NC1)C1C(NC(CC1)=O)=O